5,7-dichloro-2-[(3-fluorophenyl)methyl]-1-oxo-3,4-dihydroisoquinoline-6-carboxylic acid ClC1=C2CCN(C(C2=CC(=C1C(=O)O)Cl)=O)CC1=CC(=CC=C1)F